ClC1=CN=CC2=C1NC=1C=C(C=CC21)C=2C=CC(=NC2)OC2CC(C2)OC=2C=CC(=NC2)C#CCOC=2C=C1CN(C(C1=CC2)=O)C2C(NC(CC2)=O)=O 3-(5-((3-(5-((1r,3r)-3-((5-(4-chloro-5H-pyrido[4,3-b]indol-7-yl)pyridin-2-yl)oxy)cyclobutoxy)pyridin-2-yl)prop-2-yn-1-yl)oxy)-1-oxoisoindolin-2-yl)piperidine-2,6-dione